N1CC[SH2](CC1)=O 1λ6-Thiomorpholine 1-oxide